FC1=C(C=C(C=C1)N(C1CCC(CC1)N(C1=C(C(N(C=2C=CC(=NC12)C#N)C)=O)C#N)C)CC1COCC1)C 8-((4-((4-fluoro-3-methylphenyl)((tetrahydrofuran-3-yl)methyl)amino)cyclohexyl)(methyl)amino)-5-methyl-6-oxo-5,6-dihydro-1,5-naphthyridine-2,7-dicarbonitrile